4-[6-amino-4-ethyl-5-(4-methylsulfonylphenyl)-3-pyridyl]phenol NC1=C(C(=C(C=N1)C1=CC=C(C=C1)O)CC)C1=CC=C(C=C1)S(=O)(=O)C